3,6-dimethoxyhexahydrofuro[3,2-b]furan COC1C2C(OC1)C(CO2)OC